C(CCCCCCCCCCCCCCCCCCCCCC(C)C)N isopentacosyl-amine